C(C)[C@]1(NC(=NC2=CC(=C(C=C12)Br)OC)C)NC(C)C1=CC(=CC(=C1)C(F)(F)F)[N+](=O)[O-] 4-Ethyl-(R)-6-bromo-7-methoxy-2-methyl-N-(1-(3-nitro-5-(trifluoromethyl)phenyl)ethyl)quinazolin-4-amine